[2H]C([2H])([2H])[N+](C)(C([2H])([2H])[2H])C([2H])([2H])C([2H])(CC(=O)[O-])O carnitine-D9